C(C)[C@H]1N(CCN(C1)C1=C2C=CN=NC2=C(C=C1)C(NC=1C=C(C=2N(C1)C=C(N2)C)F)=O)C(=O)OC(C)(C)C tert-butyl (2R)-2-ethyl-4-[8-([8-fluoro-2-methylimidazo[1,2-a]pyridin-6-yl]carbamoyl)cinnolin-5-yl]piperazine-1-carboxylate